6-chloro-3-(((R)-1-(2-(2-(((R)-3,3-difluoro-1-methylpiperidin-4-yl)oxy)pyridin-4-yl)-3,6-dimethyl-4-oxo-3,4-dihydroquinazolin-8-yl)ethyl)amino)-N-(methylsulfonyl)picolinamide ClC1=CC=C(C(=N1)C(=O)NS(=O)(=O)C)N[C@H](C)C=1C=C(C=C2C(N(C(=NC12)C1=CC(=NC=C1)O[C@H]1C(CN(CC1)C)(F)F)C)=O)C